1-methyl-N-(2-(tetrahydro-2H-pyran-4-yl)-1H-pyrrolo[3,2-c]pyridin-6-yl)-1H-pyrazole-4-carboxamide CN1N=CC(=C1)C(=O)NC1=CC2=C(C=N1)C=C(N2)C2CCOCC2